C12C(CC(CC1)C2)CCO (endo)-2-norbornan-2-ylethanol